2-(methylthio)-5,6-dihydropyrido[4,3-d]pyrimidin CSC=1N=CC2=C(N1)C=CNC2